C(=CC1=CC=CC=C1)O[C@H](C(=O)OC)C methyl (S)-2-(styryloxy)propanoate